C1CCC(C1)[C@@H](CC#N)N2C=C(C=N2)C3=C4C=CNC4=NC=N3 The molecule is a pyrazole substituted at position 1 by a 2-cyano-1-cyclopentylethyl group and at position 3 by a pyrrolo[2,3-d]pyrimidin-4-yl group. Used as the phosphate salt for the treatment of patients with intermediate or high-risk myelofibrosis, including primary myelofibrosis, post-polycythemia vera myelofibrosis and post-essential thrombocythemia myelofibrosis. It has a role as an antineoplastic agent and an EC 2.7.10.2 (non-specific protein-tyrosine kinase) inhibitor. It is a nitrile, a pyrrolopyrimidine and a member of pyrazoles.